methylene-azacyclopentane C=C1NCCC1